C(N)(=N)C=1C=C(SC1)[C@@H](C)NC(=O)[C@H]1N(C[C@@H](C1)OC(F)F)C(CNC(=O)C=1C=CC2=C(SC3=C2C=CC=C3)C1)=O (2S,4R)-N-((R)-1-(4-carbamimidoylthiophen-2-yl)ethyl)-1-((dibenzo[b,d]thiophene-3-carbonyl)glycyl)-4-(difluoromethoxy)pyrrolidine-2-carboxamide